NC1=CC=C(C=C1)C=1SC2=C(N1)C=CC(=C2)O 2-(4'-aminophenyl)-6-hydroxybenzothiazole